2-methyl-4-(1,4-dioxaspiro[4.5]dec-7-en-8-yl)pyridine CC1=NC=CC(=C1)C1=CCC2(OCCO2)CC1